trans-6-[6-[2-(3-pyridylmethyl)quinuclidin-3-yl]oxopyridazin-3-yl]-1,3-benzothiazol-2-amine N1=CC(=CC=C1)CC1N2CCC(C1C1=CC(C(N=N1)C1=CC3=C(N=C(S3)N)C=C1)=O)CC2